CS(=O)(=O)C=1SC(=NN1)C(F)(F)F 2-methanesulfonyl-5-trifluoromethyl-1,3,4-thiadiazole